C(C)(C)(C)OC(NC1=NC(=C(C=C1)Br)F)=O N-(5-bromo-6-fluoropyridin-2-yl)carbamic acid tert-butyl ester